(6R)-6-{[2-(5-Bromoniofuran-2-yl)[1,2,4]triazolo[1,5-c]quinazolin-5-yl]amino}-1,4-diazepan-5-one [BrH+]C1=CC=C(O1)C1=NN2C(=NC=3C=CC=CC3C2=N1)N[C@H]1C(NCCNC1)=O